C(C)C=1C=C(NC(C1C)=O)N1N=C(C=C1C1=C(C(=O)N)C=CC=C1)C (1-(4-ethyl-5-methyl-6-oxo-1,6-dihydropyridin-2-yl)-3-methyl-1H-pyrazol-5-yl)benzamide